2-Di-tert-butylphosphino-3,6-dimethoxy-2',4',6-triisopropyl-1,1'-biphenyl C(C)(C)(C)P(C1=C(C(CC=C1OC)(C(C)C)OC)C1=C(C=C(C=C1)C(C)C)C(C)C)C(C)(C)C